4-(pyrrolidine-1-carbonyl)benzonitrile N1(CCCC1)C(=O)C1=CC=C(C#N)C=C1